C(C)(C)(C)OC(=O)N1C(CN(C(C1)=O)C)C(=O)O 1-tert-butoxycarbonyl-4-methyl-5-oxo-piperazine-2-carboxylic acid